4-[2-amino-4-ethyl-5-(3-isopropylphenyl)-3-pyridyl]phenol NC1=NC=C(C(=C1C1=CC=C(C=C1)O)CC)C1=CC(=CC=C1)C(C)C